CN1CCN(CC1)C1=C(C(=O)N)C(=CC=N1)C1=C(C=CC=C1)C (4-methylpiperazine-1-yl)-4-o-tolylnicotinamide